CC1=C(C(=CC=C1)C)C1=NC=2NS(C3=CC=CC(C(N[C@@H]4CN(CC[C@H]4OC(=C1)N2)C(=O)OC(C)(C)C)=O)=C3)(=O)=O tert-Butyl (3R,8R)-20-(2,6-dimethylphenyl)-10,16,16-trioxo-2-oxa-16λ6-thia-6,9,17,19,22-pentaazatetracyclo[16.3.1.111,15.03,8]tricosa-1(21),11(23),12,14,18(22),19-hexaene-6-carboxylate